1-(2-Chlorophenyl)-4-(cyclopropylamino)-7-(trifluoromethyl)quinazolin-2(1H)-one ClC1=C(C=CC=C1)N1C(N=C(C2=CC=C(C=C12)C(F)(F)F)NC1CC1)=O